(S)-N-(4-(4-amino-7-methyl-7H-pyrrolo[2,3-d]pyrimidin-5-yl)-3-fluorophenyl)-2-(3-fluorophenyl)-2-hydroxyacetamide NC=1C2=C(N=CN1)N(C=C2C2=C(C=C(C=C2)NC([C@@H](O)C2=CC(=CC=C2)F)=O)F)C